N=1C=NN2C1C=C(C=C2)OC2=C(C=C(C=C2)NC=2C1=C(N=CN2)C=CC(=N1)N1C(/C(/[C@H](C1)C)=C/CN(C)C)=O)F (R,E)-1-(4-((4-([1,2,4]triazolo[1,5-a]pyridin-7-yloxy)-3-fluorophenyl)amino)pyrido[3,2-d]pyrimidin-6-yl)-3-(2-(dimethylamino)ethylidene)-4-methylpyrrolidin-2-one